3-((pentylphenoxy)thiocarbonylamino-methyl)-3,5,5-trimethylcyclohexylthiocarbamic acid (pentylphenyl) ester C(CCCC)C1=C(C=CC=C1)OC(NC1CC(CC(C1)(C)C)(C)CNC(=S)OC1=C(C=CC=C1)CCCCC)=S